S1C(=NC2=C1C=CC=C2)C2=C(N)C=CC(=C2)OC 2-(1,3-benzothiazol-2-yl)-4-methoxyaniline